F[Se] fluoroselenium